3-{5-[(R)-(1,3-dimethyl-azetidin-3-yl)-hydroxy-(4-isopropyl-phenyl)-methyl]-pyridin-3-yloxy}-propan-1-ol CN1CC(C1)(C)[C@@](C=1C=C(C=NC1)OCCCO)(C1=CC=C(C=C1)C(C)C)O